1-((3R,4S)-3-fluoro-4-((6-fluoro-5-(1-(2-fluoroethyl)-1H-benzo[d][1,2,3]triazol-6-yl)-4-methoxypyrrolo[2,1-f][1,2,4]triazin-2-yl-7-d)amino)piperidin-1-yl)ethan-1-one F[C@@H]1CN(CC[C@@H]1NC1=NN2C(C(=N1)OC)=C(C(=C2[2H])F)C=2C=CC1=C(N(N=N1)CCF)C2)C(C)=O